C(C)(C)C1=CC=C(C=N1)C=1N=C2N(C=CC=C2)C1CN1C2CN(C(C1)CC2)C(=O)OC(C)(C)C tert-butyl 5-{[2-(6-isopropylpyridin-3-yl)imidazo[1,2-a]pyridin-3-yl]-methyl}-2,5-diazabicyclo[2.2.2]octane-2-carboxylate